OCC1CN(CCO1)C1=CC=C(C=N1)O 6-[2-(hydroxymethyl)morpholin-4-yl]pyridin-3-ol